C(C)(=O)[C@@H]1CC[C@H](CC1)C(=O)NC1=CC=NC=C1 trans-4-acetyl-N-(pyridine-4-yl)cyclohexane-1-formamide